docosane-1,2-diol C(C(CCCCCCCCCCCCCCCCCCCC)O)O